BrC1=CN=CC(=N1)N(C1=NC(N(C2=CC(=CC=C12)Cl)C)=O)C 4-[(6-bromopyrazin-2-yl)-methyl-amino]-7-chloro-1-methyl-quinazolin-2-one